(7-Chloro-3-methyl-3H-imidazo[4,5-b]pyridin-5-yl)-dicyclopropylmethyl-amine ClC1=C2C(=NC(=C1)NC(C1CC1)C1CC1)N(C=N2)C